C=C(C)[Bi](C1=CC=C(C=C1)[Bi](C(=C)C)C(=C)C)C(=C)C 1,4-bis(di(propen-2-yl)bismuthanyl)benzene